1-(4-(3-(bicyclo[2.2.1]heptan-1-yl)-1,2,4-oxadiazol-5-yl)piperidin-1-yl)-2-(4-methyl-1,2,5-oxadiazol-3-yl)ethan-1-one C12(CCC(CC1)C2)C2=NOC(=N2)C2CCN(CC2)C(CC2=NON=C2C)=O